CC12CC3CC(CC(C1)(C3)C)C2 3,5-Dimethyladamantan